N=1NCNC1 2,4-dihydro-3H-1,2,4-triazole